ClC=1C=CC=C2CCC(CC12)N1CC2=C(CC1)N=C(N2O)C2=C(C=CC=C2)Cl 5-(8-chloro-1,2,3,4-tetrahydronaphthalen-2-yl)-2-(2-chlorophenyl)-4,5,6,7-tetrahydro-3H-imidazo[4,5-c]pyridin-3-ol